4-bromo-3-chloro-N,5-dimethyl-2-nitroaniline BrC1=C(C(=C(NC)C=C1C)[N+](=O)[O-])Cl